The molecule is dehydroascorbic acid having the L-configuration. It has a role as a coenzyme, a mouse metabolite and a vitamin C. It derives from a L-ascorbic acid. It is a conjugate acid of a L-dehydroascorbate. C([C@@H]([C@@H]1C(=O)C(=O)C(=O)O1)O)O